Ethyl 6-methyl-1-(4-(morpholinomethyl)phenyl)-1,4-dihydrothiochromeno[4,3-c]pyrazole-3-carboxylate 5,5-dioxide CC1=CC=CC2=C1S(CC1=C2N(N=C1C(=O)OCC)C1=CC=C(C=C1)CN1CCOCC1)(=O)=O